ClC=1C(=C(C=CC1)NC(=O)C1=CC(=CC=2NC(=NC21)[C@@H]2OCCC2)NC(=O)C2=C(C=CC=C2Cl)Cl)C N-(3-chloro-2-methylphenyl)-6-{[(2,6-dichlorophenyl)carbonyl]amino}-2-[(2R)-tetrahydrofuran-2-yl]-1H-benzimidazole-4-carboxamide